FC=1C(=CC2=C(C(NC=3CNCC(C23)N(C(=O)N2CC3=CC=CC=C3C2)C)=O)C1)F N-(8,9-difluoro-6-oxo-1,2,3,4,5,6-hexahydrobenzo[c][1,7]naphthyridin-1-yl)-N-methylisoindoline-2-carboxamide